1-(5-chloro-1H-pyrazolo[4,3-d]pyrimidin-1-yl)ethan-1-one ClC=1N=CC2=C(N1)C=NN2C(C)=O